2'-{[(3R,4S)-1-[3-(1-Bromoethyl)-4-fluorobenzenesulfonyl]-3-fluoropiperidin-4-yl]amino}-7'-[(1R,3R)-3-(oxan-2-yloxy)cyclohexyl]spiro[cyclopropane-1,5'-pyrrolo[2,3-d]pyrimidin]-6'-one BrC(C)C=1C=C(C=CC1F)S(=O)(=O)N1C[C@H]([C@H](CC1)NC=1N=CC2=C(N1)N(C(C21CC1)=O)[C@H]1C[C@@H](CCC1)OC1OCCCC1)F